C(C)(C)C=1N=C(C2=C(N1)N=CC=C2)NC=2N=CN(C2)C2=CC(=C(C(=C2)OC)OC)OC 2-isopropyl-N-(1-(3,4,5-trimethoxyphenyl)-1H-imidazol-4-yl)pyrido[2,3-d]pyrimidin-4-amine